4-chloro-3-(indolin-1-ylsulfonyl)-N-(3-methoxyphenyl)benzamide ClC1=C(C=C(C(=O)NC2=CC(=CC=C2)OC)C=C1)S(=O)(=O)N1CCC2=CC=CC=C12